[2H]C(CN(C)C)(C1=CNC2=CC=CC=C12)[2H] β,β-dideuterio-N,N-dimethyltryptamine